P(=O)(OCC1C2=CC=CC=C2C=2C=CC=CC12)(OCC1C2=CC=CC=C2C=2C=CC=CC12)OCC=C(CO[Si](C1=CC=CC=C1)(C1=CC=CC=C1)C(C)(C)C)C#N (E)-bis((9H-fluoren-9-yl)methyl) (4-((tert-butyldiphenylsilyl)oxy)-3-cyanobut-2-en-1-yl) phosphate